METHYL N-(7-HYDROXY-3,7-DIMETHYL-1-OCTENYL)ANTHRANILATE OC(CCCC(C=CNC=1C(C(=O)OC)=CC=CC1)C)(C)C